C(F)C1CO1 Epifluorohydrin